NC1=NC=CC=C1N1CCC(CC1)(COC)NC(OC(C)(C)C)=O tert-butyl (1-(2-aminopyridin-3-yl)-4-(methoxymethyl)piperidin-4-yl)carbamate